CC(CC(=O)OO)C hydroxyl Beta-methylbutyrate